3,5-Dichlorobenzyl 4-((4-(1-methyl-1H-imidazol-5-yl)phenyl)amino)piperidine-1-carboxylate CN1C=NC=C1C1=CC=C(C=C1)NC1CCN(CC1)C(=O)OCC1=CC(=CC(=C1)Cl)Cl